FC(C1=C(C(=O)N2CCC=3C2=CN=CC3C3=CC=C(C#N)C=C3)C=CC=C1)(F)F 4-[1-(2-(trifluoromethyl)benzoyl)-2,3-dihydro-1H-pyrrolo[2,3-c]pyridine-4-yl]benzonitrile